ClC=1C=C(C=CC1)C1=NN(C2=CC=C(C=C12)C(=O)N1CC(C1)(F)F)CC(F)F (3-(3-chlorophenyl)-1-(2,2-difluoroethyl)-1H-indazol-5-yl)(3,3-difluoroazetidin-1-yl)methanone